CN1[C@H](CCCC1)C1=CC=2C=NC(=CC2N1)NC(C1=NC=C(C=C1)C=1C=NNC1)=O (R)-N-(2-(1-methylpiperidin-2-yl)-1H-pyrrolo[3,2-c]pyridin-6-yl)-5-(1H-pyrazol-4-yl)picolinamide